(2S,3R,4S,5S)-N-(3-carbamoylphenyl)-3-[2-(difluoromethoxy)-3,4-difluoro-phenyl]-4,5-dimethyl-5-(trifluoromethyl)tetrahydrofuran-2-carboxamide C(N)(=O)C=1C=C(C=CC1)NC(=O)[C@H]1O[C@@]([C@H]([C@@H]1C1=C(C(=C(C=C1)F)F)OC(F)F)C)(C(F)(F)F)C